FC=1C=C(C(=O)O)C=CC1N(C(=O)[C@@H]1N(CCC1)S(=O)(=O)C1=C(C(=C(C(=C1F)F)F)F)F)CC1=CC=C(C=C1)C1CCOCC1 (R)-3-Fluoro-4-(1-((perfluorophenyl)sulfonyl)-N-(4-(tetrahydro-2H-pyran-4-yl)benzyl)pyrrolidine-2-carboxamido)benzoic acid